BrC=1C=NC=C(C1N1CCN(C2(CC2)C1)C(=O)OC(C)(C)C)C(F)(F)F tert-butyl 7-(3-bromo-5-(trifluoromethyl)pyridin-4-yl)-4,7-diazaspiro[2.5]octane-4-carboxylate